ClC1=CC(=NC=N1)OC1=C(C=CC=C1)/C(/C(=O)OC)=C\OC (E)-methyl 2-[2-[6-chloropyrimidine-4-oxy] phenyl]-3-methoxypropenoate